C1(=CC=CC=C1)N([C@@H](C)C(=O)OP(=O)([O-])[O-])OCC1=CC=CC=C1 [PHENYL(BENZOXY-L-ALANINYL)]PHOSPHATE